5-(5-fluoro-2,4-dioxo-3H-pyrimidin-1-yl)-3-[(4-methoxyphenyl)diphenylmethoxy]oxolane-2-carbaldehyde FC=1C(NC(N(C1)C1CC(C(O1)C=O)OC(C1=CC=CC=C1)(C1=CC=CC=C1)C1=CC=C(C=C1)OC)=O)=O